5-(4-((1-Methyl-1H-pyrazol-5-yl)methoxy)phenyl)-2-oxo-6-(trifluoromethyl)-1,2-dihydropyridine-3-carboxamide CN1N=CC=C1COC1=CC=C(C=C1)C=1C=C(C(NC1C(F)(F)F)=O)C(=O)N